methyl 4-((2,4-bis(benzyloxy)-5-isopropyl-N-(4-methoxyphenyl)benzamido)methyl)benzoate C(C1=CC=CC=C1)OC1=C(C(=O)N(C2=CC=C(C=C2)OC)CC2=CC=C(C(=O)OC)C=C2)C=C(C(=C1)OCC1=CC=CC=C1)C(C)C